1H-isochromen-1-one Hydrobromide Br.C1(OC=CC2=CC=CC=C12)=O